C=CC1=CC(=CC=C1)S(=O)(=O)[O-].[Na+] Sodium meta-styrenesulfonate